FC=1C=C2C(=C(C=NC2=CC1)C(=O)N1CCC(CC1)O)C1=CC=C(C=C1)C1(CC1)C#N 1-(4-(6-fluoro-3-(4-hydroxypiperidine-1-carbonyl)quinolin-4-yl)phenyl)cyclopropane-1-carbonitrile